C(=O)C1=CC=C(C=C1)C=1N=C2N3C=4C=CC=CC4SC3=C(C(C2=CN1)=O)C(=O)OCC ethyl 4-(4-formylphenyl)-8-oxo-11-thia-1,3,5-triazatetracyclo[8.7.0.02,7.012,17]heptadeca-2,4,6,9,12(17),13,15-heptaene-9-carboxylate